3-(benzyloxy)-4-nitrobenzoic acid C(C1=CC=CC=C1)OC=1C=C(C(=O)O)C=CC1[N+](=O)[O-]